ClC1=CC(=C(N=N1)OC)C1=NC=2C=CC3=C(C2C=C1)C1=C(S3)C(N[C@@H](CN1)C)=O (R)-3-(6-chloro-3-methoxypyridazin-4-yl)-10-methyl-9,10,11,12-tetrahydro-8H-[1,4]diazepino[5',6':4,5]thieno[3,2-f]quinolin-8-one